C1N(CCC12COCCC2)S(=O)(=O)C=2C=CC(=C(C2)C2=CN=C1C(=NC=NN12)N)C 7-(5-((7-Oxa-2-azaspiro[4.5]decan-2-yl)sulfonyl)-2-methylphenyl)imidazo[2,1-f][1,2,4]triazin-4-amine